1,3-dimethylamino-5-ethylcyclohexane CNC1CC(CC(C1)CC)NC